2-(2,3-Dihydro-benzo[1,4]dioxin-6-yl)-7-(4-fluoro-piperidin-1-yl)-imidazo[1,2-a]pyridine O1CCOC2=C1C=CC(=C2)C=2N=C1N(C=CC(=C1)N1CCC(CC1)F)C2